[C@@H]1([C@@H](O)[C@@H](O)[C@H](O)[C@H](O1)CO)O[C@H]1[C@@H]([C@@H]([C@H](O[C@@H]1CO)O[C@@H]([C@H](C=O)O)[C@@H](O)[C@@H](O)C)O)O β-D-Mannopyranosyl-(1→4)-α-D-mannopyranosyl-(1→3)-L-rhamnose